7-bromo-1-(4,4-dimethylcyclohexyl)-6-fluoro-2-methylquinolin-4(1H)-one BrC1=C(C=C2C(C=C(N(C2=C1)C1CCC(CC1)(C)C)C)=O)F